COC=1C=C2CCN(CC2=CC1NC1=NC2=CC(=CC=C2C=N1)N[C@H]1C(N(CC1)C)=O)C |o1:24| (R or S)-3-({2-[(6-methoxy-2-methyl-1,2,3,4-tetrahydroisoquinolin-7-yl)amino]quinazolin-7-yl}amino)-1-methylpyrrolidin-2-one